C1(CC1)NC1=CC(=NC=2N1N=CC2C#N)NC2=CC(=C(C=C2)N2CC(C2)O)CS(=O)(=O)C 7-(cyclopropylamino)-5-((4-(3-hydroxyazetidin-1-yl)-3-((methylsulfonyl)methyl)phenyl)amino)pyrazolo[1,5-a]pyrimidine-3-carbonitrile